N1=C(C=CC=C1)N(CCC(C=CC=C)=C)C1=NC=CC=C1 1-dipyridylamino-3-methylenehepta-4,6-diene